ClC1=C(C(=NC=N1)NC1=C(C=CC(=C1)[N+](=O)[O-])N1CCN(CC1)C1=CC=CC=C1)N 6-chloro-N4-(5-nitro-2-(4-phenylpiperazin-1-yl)phenyl)pyrimidine-4,5-diamine